N1-(4-(tert-pentyl)phenyl)cyclopentane-1,3-diamine C(C)(C)(CC)C1=CC=C(C=C1)NC1CC(CC1)N